1-methyl-4,5-dinitropyrazole CN1N=CC(=C1[N+](=O)[O-])[N+](=O)[O-]